ClC1=CC=C(C=C1)NC(NCCC1=CC(=C(C=C1)O)OC)=O 3-(4-Chlorophenyl)-1-[2-(4-hydroxy-3-methoxyphenyl)ethyl]urea